O=C1NCC=2C(=CC=CC12)C=O 1-oxoisoindoline-4-carbaldehyde